CC1=NN=C(C2=CC(=CC=C12)OC1CCNCC1)N[C@H](C)C1=C(C(=CC=C1)C(F)(F)F)C (R)-4-methyl-N-(1-(2-methyl-3-(trifluoromethyl)phenyl)ethyl)-7-(piperidin-4-yloxy)phthalazin-1-amine